C(C)OC(=O)C1CCC(CC1)OC=1C(=CC(=C(C(=O)N[C@H]2[C@H]([C@@H]3C=C[C@H]2C3)C(=O)OCC3=CC=CC=C3)C1)OC)F Benzyl (1S,2S,3R,4R)-3-(5-(((1s,4S)-4-(ethoxycarbonyl)cyclohexyl)oxy)-4-fluoro-2-methoxybenzamido)bicyclo[2.2.1]hept-5-ene-2-carboxylate